BrC1=CC=C2C(=CN(C2=C1)S(=O)(=O)C1=CC=CC=C1)C=1C=C2C(=NC1)N(CC21CC1)C(=O)OC(C)(C)C tert-butyl 5'-(6-bromo-1-(phenylsulfonyl)-1H-indol-3-yl)spiro[cyclopropane-1,3'-pyrrolo[2,3-b]pyridine]-1'(2'H)-carboxylate